(1r,4r)-4-(4-benzylpiperazine-1-yl)cyclohexanol C(C1=CC=CC=C1)N1CCN(CC1)C1CCC(CC1)O